3,3,5-trimethylcyclohexylsalicylate CC1(CC(CC(C1)C)OC=1C(C(=O)[O-])=CC=CC1)C